2-oxo-2-[4-[3-[(1R,5S)-3-[5-amino-2-(2-hydroxyphenyl)-4-pyridyl]-3,8-diazabicyclo[3.2.1]octan-8-yl]phenoxy]-1-piperidyl]acetic acid O=C(C(=O)O)N1CCC(CC1)OC1=CC(=CC=C1)N1[C@H]2CN(C[C@@H]1CC2)C2=CC(=NC=C2N)C2=C(C=CC=C2)O